NC[C@H]1CN(C(O1)=O)C1=CC(=C(C(=C1)F)N1CCS(CC1)(=O)=O)F 4-{4-[(5S)-5-(aminomethyl)-2-oxo-1,3-oxazolidin-3-yl]-2,6-difluorophenyl}-1λ6-thiomorpholine-1,1-dione